2-(3,3-bis(tert-butoxycarbonyl)-7-(tert-butyl)-1,2,3,4-tetrahydronaphthalen-1-yl)acetic acid C(C)(C)(C)OC(=O)C1(CC(C2=CC(=CC=C2C1)C(C)(C)C)CC(=O)O)C(=O)OC(C)(C)C